F/C=C(\CNC(OC(C)(C)C)=O)/COC=1C=C2CCN(C(C2=CC1)=O)CCOC t-Butyl N-[(E)-3-fluoro-2-[[2-(2-methoxyethyl)-1-oxo-3,4-dihydroisoquinolin-6-yl]oxymethyl]allyl]carbamate